benzyl (1-oxo-2-((2-(trimethylsilyl)ethoxy)methyl)-1,2-dihydroisoquinolin-6-yl)carbamate O=C1N(C=CC2=CC(=CC=C12)NC(OCC1=CC=CC=C1)=O)COCC[Si](C)(C)C